N,N'-dimethyl-malonamide CNC(CC(=O)NC)=O